6-cyano-5-(4-((3-ethyl-2-oxo-4-thioxo-1,2,3,4-tetrahydroquinazolin-7-yl)methyl)piperazin-1-yl)-N-methylpicolinamide C(#N)C1=C(C=CC(=N1)C(=O)NC)N1CCN(CC1)CC1=CC=C2C(N(C(NC2=C1)=O)CC)=S